C(C)(=O)C1=C(C=C(C=C1)Cl)C1=CC(N(C=C1OC)C(C(=O)NC1=CC=C(C(=O)O)C=C1)CC1=C(C=CC=C1)F)=O 4-(2-(4-(2-acetyl-5-chlorophenyl)-5-methoxy-2-oxopyridin-1(2H)-yl)-3-(2-fluorophenyl)propionylamino)benzoic acid